C(CC=C)C1(C(C(CC1)(C)C)=O)C 2-(but-3-en-1-yl)-2,5,5-trimethylcyclopentan-1-one